3-methyl-9-[2-carboxy(4-methyl-4-cyclohexenyl)]carbonyloxyanthracene CC=1C=CC2=C(C3=CC=CC=C3C=C2C1)OC(=O)C1C(CC(=CC1)C)C(=O)O